L-selenocystine C([C@@H](C(=O)O)N)[Se][Se]C[C@@H](C(=O)O)N